5,6'-dihydroxybiphenyl OC=1C=CC=C(C1)C1=CC=CC=C1O